Cl.C(C)OC=1N=C(C2=C(C=NNC2=O)N1)NC1=CC=C(C=C1)CN1CCNCC1 2-Ethoxy-4-((4-(piperazin-1-ylmethyl)phenyl)amino)pyrimido[4,5-d]pyridazin-5(6H)-on Hydrochlorid